[C@H]12CN(C[C@H](CC1)N2)C2=NC(=NC1=C(C(=CC=C21)C2=CNC1=CC=CC(=C21)CC)F)OC[C@H]2N(CCC2)CCCN 3-((S)-2-(((4-((1R,5S)-3,8-diazabicyclo[3.2.1]octan-3-yl)-7-(4-ethyl-1H-indol-3-yl)-8-fluoroquinazolin-2-yl)oxy)methyl)pyrrolidin-1-yl)propan-1-amine